2-fluoro-4-((3-fluorobenzyl)oxy)-1-nitrobenzene FC1=C(C=CC(=C1)OCC1=CC(=CC=C1)F)[N+](=O)[O-]